1,2-dichloro-1-fluoro-2-(trifluoromethoxy)-ethylene ClC(=C(OC(F)(F)F)Cl)F